5-amino-N-ethyl-N-(1-(3-fluoro-5-morpholinopyridin-2-yl)ethyl)-1-((2-(trimethylsilyl)ethoxy)methyl)-6,8-dihydro-1H-furo[3,4-d]pyrrolo[3,2-b]pyridine-2-carboxamide NC1=C2C(=C3C(=N1)C=C(N3COCC[Si](C)(C)C)C(=O)N(C(C)C3=NC=C(C=C3F)N3CCOCC3)CC)COC2